C(C(=C)C)(=O)OC(COC1=CC=C(C=C1)N)COCC 1-(4-aminophenoxy)-3-ethoxypropan-2-yl methacrylate